N-(4-(naphthalen-2-ylthio)octyl)-4-methylbenzenesulfonamide C1=C(C=CC2=CC=CC=C12)SC(CCCNS(=O)(=O)C1=CC=C(C=C1)C)CCCC